HEXYLETHYL METHACRYLATE C(C(=C)C)(=O)OC(C)CCCCCC